Br[C@@H](C(=O)OC(C1=CC=CC=C1)C1=CC=CC=C1)CCC Benzhydryl (R)-2-bromopentanoate